NC=1N=C(C=C2C=C(N=CC12)NC(=O)[C@H]1[C@@H](C1)C#N)C=1C=NC=CC1COC |r| (+/-)-trans-N-(8-amino-6-(4-(methoxymethyl)pyridin-3-yl)-2,7-naphthyridin-3-yl)-2-Cyanocyclopropanecarboxamide